N-allyl-N-(allylcarbamoylmethyl)-2,2-dichloroacetamide C(C=C)N(C(C(Cl)Cl)=O)CC(NCC=C)=O